tri(chloroethyl) tribromophenyl silicate [Si](OCCCl)(OCCCl)(OCCCl)OC1=C(C(=C(C=C1)Br)Br)Br